(S)-3-(cyclopropylethynyl)-4-(6-(3,5-dimethylisoxazol-4-yl)-1-(1-(pyridin-2-yl)ethyl)-1H-pyrrolo[3,2-b]pyridin-3-yl)benzoic acid C1(CC1)C#CC=1C=C(C(=O)O)C=CC1C1=CN(C=2C1=NC=C(C2)C=2C(=NOC2C)C)[C@@H](C)C2=NC=CC=C2